ClC1=CC=C(C=C1)C1=CC=NC=2N1N=C(C2C=2OC1=C(N2)C=C(C=C1)SC(F)(F)F)SCC 2-(7-(4-chlorophenyl)-2-(ethylsulfanyl)pyrazolo[1,5-a]pyrimidin-3-yl)-5-((trifluoromethyl)thio)benzo[d]oxazole